3-(5-(1H-pyrazol-4-yl)pyridin-2-yl)-8-(2-hydroxyacetyl)-1-(3-methoxybenzyl)-1,3,8-triazaspiro[4.5]decan-2-one N1N=CC(=C1)C=1C=CC(=NC1)N1C(N(C2(C1)CCN(CC2)C(CO)=O)CC2=CC(=CC=C2)OC)=O